CC1=C(C(=NN1)C(F)(F)F)N 5-methyl-3-(trifluoromethyl)-1H-pyrazol-4-amine